3-(4-chlorophenyl)-N-(1-hydroxypropan-2-yl)-6-oxo-6H-1,4'-bipyridazine-5-carboxamide ClC1=CC=C(C=C1)C1=NN(C(C(=C1)C(=O)NC(CO)C)=O)C1=CN=NC=C1